methyl 1-[3-[6-(methoxycarbonylamino)-3-pyridyl]imidazo[1,2-a]pyridine-6-carbonyl]-3,4-dihydro-2H-1,6-naphthyridine-5-carboxylate COC(=O)NC1=CC=C(C=N1)C1=CN=C2N1C=C(C=C2)C(=O)N2CCCC=1C(=NC=CC21)C(=O)OC